CO[C@H](CC=1OC=C(N1)C(=O)O)\C=C\C#C\C=C/C[C@@H](C([C@@H](\C=C\C)OCOC)(C)C)O[Si](CC)(CC)CC 2-((2R,3E,7Z,10S,12R,13E)-2-methoxy-12-(methoxymethoxy)-11,11-dimethyl-10-((triethylsilyl)oxy)pentadeca-3,7,13-trien-5-yn-1-yl)oxazole-4-carboxylic acid